5-fluoro-2,3-dimethyl-4-(1,2,3,4-tetrahydroquinolin-6-yl)-1H-indole-7-carboxamide FC=1C(=C2C(=C(NC2=C(C1)C(=O)N)C)C)C=1C=C2CCCNC2=CC1